hydroxy-N-phenyloctanediamide OC(C(=O)NC1=CC=CC=C1)CCCCCC(=O)N